C(C1=CC=CC=C1)N(C(O)=O)C1CCN(CC1)C1CCNCC1.C(C=C)OCC(CNCCN1C(NCC1)=O)O 1-(2-(3-allyloxy-2-hydroxypropylamino)ethyl)-imidazolidin-2-one benzyl-[1,4'-bipiperidin]-4-ylcarbamate